C1(=CC=CC=C1)C(CC1=CC=CC=C1)OC(=O)N[C@H](C(=O)N[C@H](C(=O)O)C[C@H]1C(NCC1)=O)CC(C)C (2S)-2-((2S)-2-(((1,2-diphenylethoxy)carbonyl)amino)-4-methyl-pentanamido)-3-((S)-2-oxopyrrolidin-3-yl)propanoic acid